C(C)C1=NC=CC(=C1)NC(OC1=CC=CC=C1)=O phenyl (2-ethylpyridin-4-yl)carbamate